l-5-ethyl-6-fluoronaphthalen-2-ol C(C)C1=C2C=CC(=CC2=CC=C1F)O